CN1C(=C(C2=CC=CC=C12)C1=NC(=NC=C1)Cl)C1=CC=CC=C1 1-methyl-2-phenyl-3-(2-chloro-4-pyrimidinyl)indole